C(C)(C)(C)OC(=O)N1CC2CCC(C1)N2C(NC=2SC(=C(N2)C2=CC(=CC=C2)C#N)C2=CC(=NC(=C2)C)C)=O 8-[[4-(3-cyanophenyl)-5-(2,6-dimethyl-4-pyridinyl)thiazol-2-yl]carbamoyl]-3,8-diazabicyclo[3.2.1]octane-3-carboxylic acid tert-butyl ester